6-(7,8-dihydro-5H-1,6-naphthyridin-6-yl)-5-methyl-N-(6-quinolylmethyl)pyridine-3-carboxamide N1=CC=CC=2CN(CCC12)C1=C(C=C(C=N1)C(=O)NCC=1C=C2C=CC=NC2=CC1)C